COC=1C=C(CNC(CCCCCCCCCCCCCCC)=O)C=CC1 N-(3-methoxybenzyl)-hexadecanoamide